1-diphenylmethyl-4-(2-hydroxyethyl)piperazine C1(=CC=CC=C1)C(N1CCN(CC1)CCO)C1=CC=CC=C1